keto-isovalerate O=C(C(=O)[O-])C(C)C